FC1=C(C=CC=C1F)[C@@H]1N(CC2=CC=CC=C12)C=1C(=NC=CN1)C(=O)N[C@H](C)\C=C\S(=O)(=O)C ((R)-1-(2,3-Difluorophenyl)isoindolin-2-yl)-N-((R,E)-4-(methylsulfonyl)but-3-en-2-yl)pyrazine-2-carboxamide